COC1=C(C=C(C=N1)C=1C2=C(N(N1)C=1C=NN(C1)CC1C[C@H](N([C@H](C1)C)C(=O)OC(C)(C)C)C)CCOCC2)C (2R,4r,6S)-tert-Butyl 4-((4-(3-(6-methoxy-5-methylpyridin-3-yl)-4,5,7,8-tetrahydro-1H-oxepino[4,5-c]pyrazol-1-yl)-1H-pyrazol-1-yl)methyl)-2,6-dimethylpiperidine-1-carboxylate